ClC1=C(C=C(C=C1)C(F)(F)F)NC(=O)NC1=CC(=CC=C1)C(=O)C=1C=C2N=CC=NC2=CC1 1-(2-chloro-5-(trifluoromethyl)phenyl)-3-(3-(quinoxaline-6-carbonyl)phenyl)urea